1-(p-tolyl)-1H-pyrazole-4-carboxylic acid ethyl ester C(C)OC(=O)C=1C=NN(C1)C1=CC=C(C=C1)C